CC(=O)OCCCC1=CC2=C(C=C1)OC(=C2)C3=CC4=C(C=C3)OCO4 The molecule is an acetate ester of 7-demethoxylegonol that has been isolated from the fruits of Styrax agrestis. It has a role as a plant metabolite. It is an acetate ester, a member of benzodioxoles and a member of 1-benzofurans. It derives from an egonol acetate. It derives from a hydride of a 1-benzofuran.